(R)-3-((tert-butyldiphenylsilyl)oxy)-2,2-difluoro-N-(1-(6-fluoro-1H-indol-3-yl)propan-2-yl)propan-1-amine [Si](C1=CC=CC=C1)(C1=CC=CC=C1)(C(C)(C)C)OCC(CN[C@@H](CC1=CNC2=CC(=CC=C12)F)C)(F)F